2-((6-bromo-8-fluoro-2-methylquinolin-4-yl)(ethyl)amino)-4-(4-fluorophenyl)thiazole-5-carbonitrile BrC=1C=C2C(=CC(=NC2=C(C1)F)C)N(C=1SC(=C(N1)C1=CC=C(C=C1)F)C#N)CC